4-(1H-imidazole-1-carbonyl)piperazine-2-one N1(C=NC=C1)C(=O)N1CC(NCC1)=O